tert-butyl ((1R,3R)-3-hydroxycyclobutyl)carbamate CC(C)(C)OC(=O)NC1CC(C1)O